(2-(2-oxo-6-Azaspiro[3.3]heptan-6-yl)pyrimidin-4-yl)methyl methanesulfonate CS(=O)(=O)OCC1=NC(=NC=C1)N1CC2(CC(C2)=O)C1